BrCC1CN(CN1)CCO[Si](C)(C)C(C)(C)C (Z)-5-(bromomethyl)-3-(2-((tert-butyldimethylsilyl)oxy)ethyl)imidazoline